Tert-butyl (6-methyl-2-oxo-5-phenyl-1-(5-(prop-2-yn-1-yloxy)pentyl)piperidin-3-yl)carbamate CC1C(CC(C(N1CCCCCOCC#C)=O)NC(OC(C)(C)C)=O)C1=CC=CC=C1